3-(4-(3-Isopropyl-2-(7-methylimidazo[1,2-a]pyridin-6-yl)-1H-indol-5-yl)piperidin-1-yl)-N,N-dimethylpropan-1-amin C(C)(C)C1=C(NC2=CC=C(C=C12)C1CCN(CC1)CCCN(C)C)C=1C(=CC=2N(C1)C=CN2)C